2-(5-amino-2-(1-((R)-1-(2,6-dichloro-3-(difluoromethyl)phenyl)ethyl)-1H-imidazo[4,5-c]pyridin-6-yl)phenyl)propionic acid NC=1C=CC(=C(C1)C(C(=O)O)C)C1=CC2=C(C=N1)N=CN2[C@H](C)C2=C(C(=CC=C2Cl)C(F)F)Cl